N-(3-((dimethylamino)methyl)-5-(trifluoromethyl)phenyl)-1-(imidazo[1,2-a]pyrazin-3-ylmethyl)indoline-6-carboxamide CN(C)CC=1C=C(C=C(C1)C(F)(F)F)NC(=O)C1=CC=C2CCN(C2=C1)CC1=CN=C2N1C=CN=C2